C(C)(C)(C)OC(=O)N1CC2(C(C2[C@H]1C(N[C@@H](C[C@H]1C(NCC1)=O)C#N)=O)(C)C)F (4S)-4-(((S)-1-cyano-2-((S)-2-oxopyrrolidin-3-yl)ethyl)carbamoyl)-1-fluoro-6,6-dimethyl-3-azabicyclo[3.1.0]hexane-3-carboxylic acid tert-butyl ester